CN/C(=C/C(=O)OC)/C methyl (2E)-3-(methylamino)but-2-enoate